tert-butyl 4-((2-(methoxycarbonyl)phenoxy)sulfonyl)piperazine-1-carboxylate COC(=O)C1=C(OS(=O)(=O)N2CCN(CC2)C(=O)OC(C)(C)C)C=CC=C1